3-[1-(4-chloro-2-fluorophenyl)piperidin-4-yl]-2-oxoimidazolidin ClC1=CC(=C(C=C1)N1CCC(CC1)N1C(NCC1)=O)F